hydroxy-6-(((4-((5-isopropyl-8-(3-((methylsulfonyl)methyl)azetidin-1-yl)isoquinolin-3-yl)amino)pyrimidin-2-yl)(methyl)amino)methyl)benzaldehyde OC1=C(C=O)C(=CC=C1)CN(C)C1=NC=CC(=N1)NC=1N=CC2=C(C=CC(=C2C1)C(C)C)N1CC(C1)CS(=O)(=O)C